Dibenzyl 2-(7-Methyl-1-Oxo-2-Azaspiro[3.5]Nonan-2-Yl)Pentanedioate CC1CCC2(CN(C2=O)C(C(=O)OCC2=CC=CC=C2)CCC(=O)OCC2=CC=CC=C2)CC1